N-(3-(3-fluoropyridin-2-yl)-1-((1s,3s)-3-(2,2,2-trifluoroethoxy)cyclobutyl)-1H-pyrazol-4-yl)-5-(1H-pyrazol-4-yl)furan-2-carboxamide formate C(=O)O.FC=1C(=NC=CC1)C1=NN(C=C1NC(=O)C=1OC(=CC1)C=1C=NNC1)C1CC(C1)OCC(F)(F)F